tert-butyl (S)-3-((8-carbamoyl-6-chloropyrido[3,2-d]pyrimidin-4-yl)amino)piperidine-1-carboxylate C(N)(=O)C1=CC(=NC2=C1N=CN=C2N[C@@H]2CN(CCC2)C(=O)OC(C)(C)C)Cl